C(C)OC1=C(C=C(C=C1)S(=O)(=O)N1CC(C1)CCO)C=1NC(C2=C(N1)C(=NN2C)CCC)=O 5-(2-ethoxy-5-((3-(2-hydroxyethyl)azetidin-1-yl)sulfonyl)phenyl)-1-methyl-3-propyl-1,6-dihydro-7H-pyrazolo[4,3-d]pyrimidin-7-one